CN1N=CC(=C1)C=1NC2=C(C=CC(=C2C1)N1C[C@@H](CCC1)NC(C1=CC=C(C=C1)C(F)(F)F)=O)C(=O)N (R)-2-(1-methyl-1H-pyrazol-4-yl)-4-(3-(4-(trifluoromethyl)benzamido)piperidin-1-yl)-1H-indole-7-carboxamide